N-hydroxy-N-[3-hydroxy-1-(1-methylpyrazol-4-yl)propyl]carbamic acid tert-butyl ester C(C)(C)(C)OC(N(C(CCO)C=1C=NN(C1)C)O)=O